3-methoxy-6-((6-(pyridin-3-ylmethoxy)pyridin-3-yl)amino)quinoxaline-5-carbonitrile COC=1C=NC=2C=CC(=C(C2N1)C#N)NC=1C=NC(=CC1)OCC=1C=NC=CC1